ClC=1C=C2C=NC(=NC2=CC1C1CCN(CC1)CC1(CC(C1)C#N)O)NC=1C=NN(C1C)C1CC1 trans-3-[(4-{6-chloro-2-[(1-cyclopropyl-5-methyl-1H-pyrazol-4-yl)amino]quinazolin-7-yl}piperidin-1-yl)methyl]-3-hydroxycyclobutane-1-carbonitrile